(Z)-7-Tetradecenal C(CCCCC\C=C/CCCCCC)=O